lithium 5-(7-(difluoromethyl)-1-(7-isopropyl-1,3-dimethyl-2-oxo-2,3-dihydro-1H-benzo[d]imidazol-5-yl)-1,2,3,4-tetrahydroquinolin-6-yl)picolinate FC(C1=C(C=C2CCCN(C2=C1)C1=CC2=C(N(C(N2C)=O)C)C(=C1)C(C)C)C=1C=CC(=NC1)C(=O)[O-])F.[Li+]